1,3,3,3-tetrafluoro-1-iodo-1-propene FC(=CC(F)(F)F)I